2,2-diphenyl-8-(4-(4-((tetra-hydro-2H-pyran-2-yl)oxy)butoxy)phenyl)-7,8-dihydro-6H-[1,3]dioxolo[4,5-h]chromen-6-one C1(=CC=CC=C1)C1(OC2=C(C=CC=3C(CC(OC23)C2=CC=C(C=C2)OCCCCOC2OCCCC2)=O)O1)C1=CC=CC=C1